[N+](=O)([O-])C=1C=C(C=CC1)N1C([C@@H]2[C@H](C1=O)C=N[C@]2(P(OCC)(=O)OCC)C2=CC=CC=C2)=O |r| Diethyl (1RS,3aSR,6aSR)-5-(3-nitrophenyl)-4,6-dioxo-1-phenyl-1,3a,4,5,6,6a-hexahydropyrrolo[3,4-c]pyrrole-1-phosphonate